N-(3-((1H-pyrrolo[2,3-b]pyridin-4-yl)amino)-4-morpholinophenyl)cyclopentanecarboxamide tris(triethyl-silyl)phosphite C(C)[Si](CC)(CC)OP(O[Si](CC)(CC)CC)O[Si](CC)(CC)CC.N1C=CC=2C1=NC=CC2NC=2C=C(C=CC2N2CCOCC2)NC(=O)C2CCCC2